1,1-dimethyl-2-(4-methoxyphenyl)ethylamine L-tartrate salt C(=O)(O)[C@H](O)[C@@H](O)C(=O)O.CC(CC1=CC=C(C=C1)OC)(C)N